1-((3,4-dimethoxyphenyl)sulfonyl)-1,2,3,4-tetrahydroquinoxaline COC=1C=C(C=CC1OC)S(=O)(=O)N1CCNC2=CC=CC=C12